allyloxyhydroxypropanesulfonic acid C(C=C)OC(CC)(S(=O)(=O)O)O